methyl 2,3-dibromo-2,3-dihydro-1-benzofuran-5-carboxylate BrC1OC2=C(C1Br)C=C(C=C2)C(=O)OC